4,4-Dihydroxydiphenyl ether C1=CC(=CC=C1O)OC2=CC=C(C=C2)O